N-(5-(2'-chloro-4'-(trifluoromethyl)-[1,1'-biphenyl]-4-carboxamido)-2-hydroxyphenyl)thiophene-2-carboxamide ClC1=C(C=CC(=C1)C(F)(F)F)C1=CC=C(C=C1)C(=O)NC=1C=CC(=C(C1)NC(=O)C=1SC=CC1)O